C(C1=CC=CC=C1)C1CCN(CC1)CCNC(=O)C=1NC2=CC=C(C=C2C1)O N-(2-(4-benzylpiperidin-1-yl)ethyl)-5-hydroxy-1H-indole-2-carboxamide